C(CCCCCCCCCCCCCCC)(=O)OC[C@@H](OC(CCCCCCC\C=C/CCCCCCCC)=O)COP(=O)(O)OC1=CC=C(O)C=C1 1-palmitoyl-2-oleoyl-sn-glycero-3-phosphohydroquinone